cyclopentyl-N3-(oxetan-3-yl)-6-pyrimidin-5-ylpyridine-2,3-diamine C1(CCCC1)C1=C(C(=NC(=C1)C=1C=NC=NC1)N)NC1COC1